1,4-Dimethylpyridine-1-ium iodide [I-].C[N+]1=CC=C(C=C1)C